ClC1=C(C=C2C(C(NC2=C1)=O)=C(O)C1=C(C=CC=C1)F)C1=CC=C(C=C1)N1CC(CC1)O 6-chloro-3-[(2-fluorophenyl)-hydroxy-methylene]-5-[4-(3-hydroxypyrrolidin-1-yl)phenyl]indolin-2-one